ClC=1C(=NC(=NC1C)N1CC(C1)N(C(=O)C1NCCC1)C)NC1=C(C=C(C=C1)Cl)Cl N-(1-(5-chloro-4-((2,4-dichlorophenyl)amino)-6-methylpyrimidin-2-yl)azetidin-3-yl)-N-methylpyrrolidine-2-carboxamide